FC=1C=C(CN2C(=NC3=C2NC(CN3)C=3C2=C(C(N(C3)C)=O)NC=C2)C)C=C(C1)C(F)(F)F 4-(1-(3-fluoro-5-trifluoromethylbenzyl)-2-methyl-1H-imidazo[4,5-b]piperazin-6-yl)-6-methyl-1H-pyrrolo[2,3-c]pyridin-7(6H)-one